((1s,3s)-3-Hydroxy-3-methylcyclobutyl)(7-(1-(2,2,2-trifluoroethyl)-1H-pyrrolo[2,3-b]pyridin-6-yl)-2-azaspiro[3.5]nonan-2-yl)methanon OC1(CC(C1)C(=O)N1CC2(C1)CCC(CC2)C2=CC=C1C(=N2)N(C=C1)CC(F)(F)F)C